(E)-(2-(3-((4-fluorobenzylidene)amino)-N-methyl-4-(p-tolylamino)benzoylamino)ethyl)carbamic acid FC1=CC=C(\C=N\C=2C=C(C(=O)N(C)CCNC(O)=O)C=CC2NC2=CC=C(C=C2)C)C=C1